OC1=C(C(=O)[O-])C=CC=C1.[PH4+] phosphonium hydroxybenzoate